C(#N)C1=CC(=CN1C)C(CCO)N(C([O-])=O)O N-[1-(5-cyano-1-methyl-1H-pyrrol-3-yl)-3-hydroxypropyl]-N-hydroxycarbamate